5-bromo-1-methyl-4-(trifluoromethyl)pyrazole BrC1=C(C=NN1C)C(F)(F)F